(5-Methyl-1,4,5,6-tetrahydropyrrolo[3,4-c]pyrazol-3-yl)(4-(2-(trifluoromethyl)phenyl)piperidin-1-yl)methanone Methylbehenat COC(CCCCCCCCCCCCCCCCCCCCC)=O.CN1CC=2NN=C(C2C1)C(=O)N1CCC(CC1)C1=C(C=CC=C1)C(F)(F)F